ClC=1C=NC(=NC1)N1CCC(CC1)CCCOC1=CC(=C(C=C1)CC(=O)N1CC(C1)C(=O)NCCCCCS(=O)(=O)O)F 5-[[1-[2-[4-[3-[1-(5-chloropyrimidin-2-yl)-4-piperidyl]propoxy]-2-fluoro-phenyl]acetyl]azetidine-3-carbonyl]amino]pentane-1-sulfonic acid